3H-1,2,4-dithiazol-3-thione S1SC(N=C1)=S